FC1=CC=C(C=C1)C1=CC=C(C=C1)CN1N=CC2=CC(=CC(=C12)C(=O)NCC1=CC=C(C(=O)O)C=C1)C1=CC=CC=C1 4-((1-((4'-Fluoro-[1,1'-biphenyl]-4-yl)methyl)-5-phenyl-1H-indazol-7-amido)methyl)benzoic acid